(S)-N-((R)-1-cyclobutylpropyl)-2-methylpropane-2-sulfinamide C1(CCC1)[C@@H](CC)N[S@@](=O)C(C)(C)C